ClC=1C=CC(=NC1)CN1C(=NC=2N(C(N(C(C12)=O)CCCO)=O)C)OC1=C(C=CC=C1)C(F)(F)F 7-((5-chloropyridin-2-yl)methyl)-1-(3-hydroxypropyl)-3-methyl-8-(2-(trifluoromethyl)phenoxy)-1H-purine-2,6(3H,7H)-dione